C12(CC3CC(CC(C1)C3)C2)NCC(C)C 3-(1-Adamantyl)amino-2-methyl-propan